tert-butyl N-[6-chloro-5-(4,4,5,5-tetramethyl-1,3,2-dioxaborolan-2-yl)-2-pyridyl]carbamate ClC1=C(C=CC(=N1)NC(OC(C)(C)C)=O)B1OC(C(O1)(C)C)(C)C